1,1'-((2,3-dimethylbutane-2,3-diyl)bis(oxy))bis(5-fluoro-1,3-dihydrobenzo[c][1,2]oxaborole) CC(C)(C(C)(C)OB1OCC2=C1C=CC(=C2)F)OB2OCC1=C2C=CC(=C1)F